(3-methylphenoxy)piperidine CC=1C=C(ON2CCCCC2)C=CC1